benzyl (1s,4s,5r)-5-[[4-cyclopropyl-1-(2,6-dimethylphenyl)-1H-pyrazol-5-yl] methoxy]-2-azabicyclo[2.2.1]heptane-2-carboxylate C1(CC1)C=1C=NN(C1CO[C@H]1[C@@H]2CN([C@H](C1)C2)C(=O)OCC2=CC=CC=C2)C2=C(C=CC=C2C)C